C1(CCCCCC1)NS(=O)(=O)C1=CC=C(C=C1)NC(=O)NCC=1C=NC=CC1 1-[4-(cycloheptylsulfamoyl)phenyl]-3-(pyridin-3-ylmethyl)urea